methyl-4-methylbenzenesulfonate COS(=O)(=O)C1=CC=C(C=C1)C